CNC(=O)N1CC=2N(CC1)C(=NC2C=2C=CC=C1C=C(N=CC21)C2=CN=C(S2)C)C2CCOCC2 N-methyl-1-(3-(2-methylthiazol-5-yl)isoquinolin-8-yl)-3-(tetrahydro-2H-pyran-4-yl)-5,6-dihydroimidazo[1,5-a]pyrazine-7(8H)-carboxamide